Cl.FC(C(=O)OCC)(CN)F ethyl 2,2-difluoro-3-aminopropanoate hydrochloride